(S)-phenyl-(pyridin-2-yl)methanol C1(=CC=CC=C1)[C@H](O)C1=NC=CC=C1